O=C1NC(CCC1C1=CC=CC(=N1)N1CCN(CC1)CCC(=O)N1CCC(CC1)NC(OC(C)(C)C)=O)=O tert-butyl (1-(3-(4-(6-(2,6-dioxopiperidin-3-yl)pyridin-2-yl)piperazin-1-yl)propanoyl)piperidin-4-yl)carbamate